BrC=1C=C(C=CC1F)/C(=C(/C(=O)OCC)\C#N)/C (E)-ethyl 3-(3-bromo-4-fluorophenyl)-2-cyanobut-2-enoate